3-[2-fluoro-4-(morpholinomethyl)anilino]-5-methoxy-6-(3-methylimidazo[4,5-c]pyridin-7-yl)pyrazine-2-carboxamide FC1=C(NC=2C(=NC(=C(N2)OC)C=2C3=C(C=NC2)N(C=N3)C)C(=O)N)C=CC(=C1)CN1CCOCC1